4-(3-(5-Fluoropyridin-2-yl)-1-isopropyl-1H-pyrazol-4-yl)-6-methyl-1H-pyrazolo[3,4-b]pyridine FC=1C=CC(=NC1)C1=NN(C=C1C1=C2C(=NC(=C1)C)NN=C2)C(C)C